hydroxyethylnicotinonitrile OCCC1=C(C#N)C=CC=N1